N-(2,6-dimethyl-4-(7-(4,4,4-trifluorobutoxy)-1,3,4,5-tetrahydro-2H-benzo[c]azepin-2-yl)phenyl)-3,3-dimethylbutanamide CC1=C(C(=CC(=C1)N1CC2=C(CCC1)C=C(C=C2)OCCCC(F)(F)F)C)NC(CC(C)(C)C)=O